3,3-difluoro-(S)-4-hydroxy-7-(methylsulfanyl)-1,2,3,4-tetrahydroquinolinone FC1(C(NC2=CC(=CC=C2[C@@H]1O)SC)=O)F